perfluorocaprylic acid methyl-acetate COC(C)=O.FC(C(=O)O)(C(C(C(C(C(C(F)(F)F)(F)F)(F)F)(F)F)(F)F)(F)F)F